(R or S)-5-cyclopropyl-3-(3-(3-fluoro-4-methylphenyl)-3-(1,2,4-thiadiazol-5-yl)pyrrolidine-1-carboxamido)picolinic acid C1(CC1)C=1C=C(C(=NC1)C(=O)O)NC(=O)N1C[C@](CC1)(C1=NC=NS1)C1=CC(=C(C=C1)C)F |o1:17|